3-bromo-1-(4-ethoxycyclohexyl)-4-nitropyrazole BrC1=NN(C=C1[N+](=O)[O-])C1CCC(CC1)OCC